O=C1NC2C(N1)COC(C2)C#N 2-oxooctahydropyrano[3,4-d]Imidazole-6-carbonitrile